N-{[5-chloro-6-(5-methoxy-2-pyrazinyl)-2-indolyl]methyl}(S)-2-hydroxy-3-methylbutyramide ClC=1C=C2C=C(NC2=CC1C1=NC=C(N=C1)OC)CNC([C@H](C(C)C)O)=O